isopropyl 3,3-dimethoxy-1-(1-(4,4,5,5-tetramethyl-1,3,2-dioxaborolan-2-yl)pentyl)cyclobutane-1-carboxylate COC1(CC(C1)(C(=O)OC(C)C)C(CCCC)B1OC(C(O1)(C)C)(C)C)OC